C1(CC1)CCCOC=1C=C(C=CC1OC)N1C(N([C@H](CC1)C)CC1=C(C=C(C=C1)CC(=O)O)OC)=O (S)-2-(4-((3-(3-(3-cyclopropylpropoxy)-4-methoxyphenyl)-6-methyl-2-oxotetrahydropyrimidin-1(2H)-yl)methyl)-3-methoxyphenyl)acetic acid